3-fluoro-4-({4-[({2-[methyl(methylsulfonyl)amino]pyridin-3-yl}methyl)amino]-5-(trifluoromethyl)pyrimidin-2-yl}amino)benzamide FC=1C=C(C(=O)N)C=CC1NC1=NC=C(C(=N1)NCC=1C(=NC=CC1)N(S(=O)(=O)C)C)C(F)(F)F